N-(6-bromo-benzo[d]thiazol-2-yl)-1-cyano-pyrrolidine-3-carboxamide BrC1=CC2=C(N=C(S2)NC(=O)C2CN(CC2)C#N)C=C1